C(C)S(=O)(=O)NC=1SC=C(N1)C(C(=O)NC1=NC=C(C=C1)C1=NC(=CN=C1)C(F)(F)F)(C)C 2-(2-(ethylsulfonamido)thiazol-4-yl)-2-methyl-N-(5-(6-(trifluoromethyl)pyrazin-2-yl)pyridin-2-yl)propanamide